(2S)-3-(3-chlorophenyl)-2-[(3S,4S)-3-[(4-methanesulfonylphenoxy)methyl]-4-methylpyrrolidin-1-yl]propan-1-ol ClC=1C=C(C=CC1)C[C@@H](CO)N1C[C@H]([C@@H](C1)C)COC1=CC=C(C=C1)S(=O)(=O)C